C(C)(C)(C)OC(=O)N1[C@H](C[C@H](C1)O)C(N(C1=CC=C(C=C1)C(C(F)(F)F)(C(F)(F)F)F)C(C(=O)NC1CCCCC1)C=1C=NC=CC1)=O (2R,4R)-tert-butyl-2-((2-(cyclohexylamino)-2-oxo-1-(pyridin-3-yl)ethyl)(4-(perfluoropropan-2-yl)phenyl)carbamoyl)-4-hydroxypyrrolidine-1-carboxylate